NC=1C=NC(=NC1N)S 5,6-diamino-2-mercaptopyrimidin